ClC=1C=C(NC2(CCC3(C(=CC4=CC=CC=C34)C3=CC(=C(C=C3)OC)Cl)CC2)C(=O)O)C=CC1 (1r,4r)-4-(3-Chloroanilino)-2'-(3-chloro-4-methoxyphenyl)spiro[cyclohexane-1,1'-indene]-4-carboxylic acid